C(#N)C=1C(=CC=NC1)NCC1SCCC1 5-cyano-4-(((tetrahydrothiophen-2-yl)methyl)amino)pyridin